C1CNC(=O)OC1=O oxauracil